ClCC1=CC(=C(C#N)C(=C1)OC)OC 4-(chloromethyl)-2,6-dimethoxybenzonitrile